C(=O)O.CC1(CCC1)NCC1=CC=C2CNC(C2=C1)=O 6-(((1-methylcyclobutyl)amino)methyl)isoindolin-1-one formate